C(#N)N1CC(CC1)C(=O)NC1=NC=C(C=C1)N1CCOCC1 1-cyano-N-(5-morpholino-pyridin-2-yl)pyrrolidine-3-carboxamide